[O-2].[Mn+2].[Fe+2].[Ca+2].[O-2].[O-2] Calcium-iron-manganese oxide